N-(2-hydroxyethyl)-N,N-dimethyl-2-propen-1-aminium OCC[N+](CC=C)(C)C